5-chloro-6-fluoro-1-(tetrahydro-2H-pyran-2-yl)-1H-indazol-4-ol ClC1=C(C=2C=NN(C2C=C1F)C1OCCCC1)O